C1(=CC=CC=C1)C1N(CCCC1)C1=NN=C(O1)C(=O)N 5-(2-phenylpiperidin-1-yl)-1,3,4-oxadiazole-2-carboxamide